C12C(C3CC(CC(C1)C3)C2)N(CCN(C(=O)C2=NN(C(=C2C)C2=CC=C(C=C2)Cl)C2=C(C=C(C=C2)Cl)Cl)C)C N-(2-(((1r,3r,5r,7r)-adamantan-2-yl)(methyl)amino)ethyl)-5-(4-chlorophenyl)-1-(2,4-dichlorophenyl)-N,4-dimethyl-1H-pyrazole-3-carboxamide